OCCN1N=CC(=C1)NC1=NC=C2C(=N1)N(C(N(C2=O)C2CCNC1=CC=CC=C21)=O)C 7-[[1-(2-hydroxyethyl)pyrazol-4-yl]amino]-1-methyl-3-(1,2,3,4-tetrahydroquinolin-4-yl)pyrimido[4,5-d]pyrimidine-2,4-dione